7-(5-chloro-2-(2-(5-cyano-6-(4-cyclopropylpiperazin-1-yl)-2-methyl-4-oxo-7-(trifluoromethyl)quinazolin-3(4H)-yl)ethoxy)phenyl)-N-(methylsulfonyl)thieno[3,2-b]pyridine-3-carboxamide ClC=1C=CC(=C(C1)C1=C2C(=NC=C1)C(=CS2)C(=O)NS(=O)(=O)C)OCCN2C(=NC1=CC(=C(C(=C1C2=O)C#N)N2CCN(CC2)C2CC2)C(F)(F)F)C